2-[5-(aminomethyl)-1,2,4-oxadiazol-3-yl]-N-[(3R,4S)-1,3-dimethyl-4-piperidyl]-1-(2,2,2-trifluoroethyl)indol-4-amine NCC1=NC(=NO1)C=1N(C=2C=CC=C(C2C1)N[C@@H]1[C@@H](CN(CC1)C)C)CC(F)(F)F